C(C)(C)C1=C(OC=2C(=NC(=NC2)N)N)C=C(C(=C1)OC)C=1NN=CC1 5-[2-Isopropyl-4-methoxy-5-(2H-pyrazol-3-yl)-phenoxy]-pyrimidine-2,4-diamine